CC1=CC=C2C=CNC2=C1 6-methylindole